heneicosyldimethylbenzylammonium chloride [Cl-].C(CCCCCCCCCCCCCCCCCCCC)[N+](CC1=CC=CC=C1)(C)C